ClC=1C(N(C(=NN1)C1=C(C=C(C=C1)C(F)(F)F)OC)C)=O 6-chloro-3-[2-methoxy-4-(trifluoromethyl)phenyl]-4-methyl-1,2,4-triazin-5-one